2-[(4-chlorophenyl)amino]-N-[2-(3-methylphenoxy)propyl]Ethanimidamide ClC1=CC=C(C=C1)NCC(NCC(C)OC1=CC(=CC=C1)C)=N